FC=1C=C(C=CC1)C1=NC(=NO1)[C@H]1C([C@@H]1C1=CC=C(C=C1)S(=O)(=O)N)(C)C 4-{(1R,3R)-3-[5-(3-fluorophenyl)-1,2,4-oxadiazol-3-yl]-2,2-dimethylcyclopropyl}benzenesulfonamide